N-(5-(3-(1-((5-cyclopropyl-1H-pyrazol-3-yl)amino)-1-oxopropan-2-yl)phenyl)pyridin-2-yl)acrylamide C1(CC1)C1=CC(=NN1)NC(C(C)C=1C=C(C=CC1)C=1C=CC(=NC1)NC(C=C)=O)=O